CS(=O)(=O)N1CCN(CC1)C1=CC=C(C=C1)SC1=CC2=C(NC(=N2)NC(OC)=O)C=C1 methyl (5-((4-(4-(methylsulfonyl)piperazin-1-yl)phenyl)thio)-1H-benzo[d]imidazol-2-yl)carbamate